N,N-bis(3-nitrophenyl)cyanamide [N+](=O)([O-])C=1C=C(C=CC1)N(C#N)C1=CC(=CC=C1)[N+](=O)[O-]